N3-(2,6-dimethylphenyl)-1-methyl-N6-(2-(piperidin-4-ylmethyl)-1,2,3,4-tetrahydroisoquinolin-6-yl)-1H-pyrazolo[3,4-d]pyrimidine-3,6-diamine CC1=C(C(=CC=C1)C)NC1=NN(C2=NC(=NC=C21)NC=2C=C1CCN(CC1=CC2)CC2CCNCC2)C